(1S,3R)-4-(3-chloro-5-fluoro-phenoxy)-2,2,3-trifluoro-7-(trifluoromethylsulfanyl)-indan-1-ol ClC=1C=C(OC2=C3[C@H](C([C@H](C3=C(C=C2)SC(F)(F)F)O)(F)F)F)C=C(C1)F